BrC(=CC1=C(N)C=CC(=C1)F)Br 2-(2,2-dibromovinyl)-4-fluoro-aniline